tert-Butyl (S)-2-(aminooxy)-2-((R)-6-(1-(3-((tert-butoxycarbonyl)amino)propyl)-1H-pyrazol-4-yl)chroman-2-yl)acetate NO[C@H](C(=O)OC(C)(C)C)[C@@H]1OC2=CC=C(C=C2CC1)C=1C=NN(C1)CCCNC(=O)OC(C)(C)C